C(C(=C)C)(=O)OCCC1=CC=C(C=C1)C 4-methylphenylethyl methacrylate